4-(3-(8-fluoro-4-oxoquinazolin-3(4H)-yl)-2-methylphenyl)-6-((4-methoxybenzyl)oxy)-2,3-dimethyl-1H-indole-7-carboxamide FC=1C=CC=C2C(N(C=NC12)C=1C(=C(C=CC1)C1=C2C(=C(NC2=C(C(=C1)OCC1=CC=C(C=C1)OC)C(=O)N)C)C)C)=O